3-methylpiperidin-3-olcarboxylate CC1(CN(CCC1)C(=O)[O-])O